diphenyl-N,N'-di(4-methylphenyl)-4,4'-biphenyl-diamine C1(=CC=CC=C1)C=1C(=C(C=CC1NC1=CC=C(C=C1)C)C1=CC=C(C=C1)NC1=CC=C(C=C1)C)C1=CC=CC=C1